ethyl 3-((7R,14R)-1-(difluoromethoxy)-6-(methyl-d3)-5-oxo-5,6,7,14-tetrahydro-7,14-methanobenzo[f]benzo[4,5]imidazo[1,2-a][1,4]diazocin-11-yl)propiolate FC(OC1=CC=CC=2C(N([C@H]3C=4N([C@@H](C21)C3)C3=C(N4)C=CC(=C3)C#CC(=O)OCC)C([2H])([2H])[2H])=O)F